BrC1=C(CCC2(CN3C(C=4C=CC=CC24)=NC2=C3C=CC=C2)C(=O)[O-])C=CC=C1 5-(2-bromophenethyl)-5,6-dihydrobenzo[4,5]imidazo[2,1-a]isoquinoline-5-carboxylate